ClC=1C(=NC=CC1C=1C=2N(C(=NC1)N1CCC3(CC1)OC1=C([C@H]3N)C=CC=C1)C=CN2)NC2CC2 (R)-1'-(8-(3-chloro-2-(cyclopropylamino)pyridin-4-yl)imidazo[1,2-c]pyrimidin-5-yl)-3H-spiro[benzofuran-2,4'-piperidin]-3-amine